NC1CC(N2C[C@H](C[C@H]2C1)C1=C(C(=CC=C1OC)Cl)Cl)=O (2R,8aS)-7-amino-2-(2,3-dichloro-6-methoxyphenyl)-hexahydro-1H-indolizin-5-one